2-{(5S)-3-[2-(1-{[3,5-Bis(difluoromethyl)-1H-pyrazol-1-yl]acetyl}piperidin-4-yl)-1,3-thiazol-4-yl]-4,5-dihydro-1,2-oxazol-5-yl}-3-chlorophenylmethanesulfonate FC(C1=NN(C(=C1)C(F)F)CC(=O)N1CCC(CC1)C=1SC=C(N1)C1=NO[C@@H](C1)C1=C(C=CC=C1Cl)CS(=O)(=O)[O-])F